tert-butyl (3-bromo-4-formylphenyl)(methyl)carbamate BrC=1C=C(C=CC1C=O)N(C(OC(C)(C)C)=O)C